[Si](C)(C)(C(C)(C)C)OCCN1C(C2=CC(=CC=C2CC1)N1C(C2=C(CC1)C(=NN2C2=CC(=CC=C2)Cl)C(=O)OCC)=O)=O ethyl 6-[2-[2-[tert-butyl (dimethyl) silyl] oxyethyl]-1-oxo-3,4-dihydroisoquinolin-7-yl]-1-(3-chlorophenyl)-7-oxo-4,5-dihydropyrazolo[3,4-c]pyridine-3-carboxylate